N-benzyl-1-[[5-[5-(trifluoromethyl)-1,2,4-oxadiazol-3-yl]-2-thienyl]methyl]-1,2,4-triazole-3-carboxamide C(C1=CC=CC=C1)NC(=O)C1=NN(C=N1)CC=1SC(=CC1)C1=NOC(=N1)C(F)(F)F